N-(1-(2-(((1H-pyrrolo[3,2-c]pyridine-2-yl)methyl)amino)-2-oxoethyl)-6-oxo-2-phenyl-1,6-dihydropyrimidin-5-yl)-4-(1H-imidazol-5-yl)benzamide N1C(=CC=2C=NC=CC21)CNC(CN2C(=NC=C(C2=O)NC(C2=CC=C(C=C2)C2=CN=CN2)=O)C2=CC=CC=C2)=O